9-(2-hydroxy-5-methylanilinocarbonyl)nonanoic acid OC1=C(NC(=O)CCCCCCCCC(=O)O)C=C(C=C1)C